methyl 4-((5-bromo-3-(methylthio)pyrazin-2-yl)amino)-5-methyl-2,5-dihydrofuran-3-carboxylate BrC=1N=C(C(=NC1)NC1=C(COC1C)C(=O)OC)SC